methyl 4-[(1S)-1-[[2-isopropyl-4-[[4-(trifluoromethyl)phenyl]methyl]indazole-3-carbonyl]amino]ethyl]benzoate C(C)(C)N1N=C2C=CC=C(C2=C1C(=O)N[C@@H](C)C1=CC=C(C(=O)OC)C=C1)CC1=CC=C(C=C1)C(F)(F)F